C(C)(C)(C)OC(=O)N1CCC(CC1)(O)C=1C(=CC=2N(C1)C(=CN2)C2=CC(=NC(=C2)F)F)OCC.NC=2C=C(C=CC2)C2=CC=C(C=C2)C2=CC(=CC=C2)N 1,4-bis(3-aminophenyl)benzene tert-Butyl-4-(3-(2,6-difluoropyridin-4-yl)-7-ethoxyimidazo[1,2-a]pyridin-6-yl)-4-hydroxypiperidine-1-carboxylate